FC(CN1N=CC=2C1=NC(=CN2)N2CCC1(CC(C1)OC1=C(C=NC=C1)C(F)(F)F)CC2)F 1-(2,2-difluoroethyl)-6-(2-((3-(trifluoromethyl)pyridin-4-yl)oxy)-7-azaspiro[3.5]nonan-7-yl)-1H-pyrazolo[3,4-b]pyrazine